((S)-(5-chloropyridin-2-yl)(cyclobutyl)methyl)-2-methylpropane-2-sulfinamide ClC=1C=CC(=NC1)[C@H](C1CCC1)CC(C)(S(=O)N)C